ethyl (S)-1-((1-(tert-butoxycarbonyl)-4-hydroxy-3,3-dimethylpiperidin-4-yl)methyl)-6-oxo-4-phenyl-1,6-dihydropyridine-3-carboxylate C(C)(C)(C)OC(=O)N1CC([C@](CC1)(O)CN1C=C(C(=CC1=O)C1=CC=CC=C1)C(=O)OCC)(C)C